C1=CC=C2N=CC=3C2=C1C=1C=C(C=NC1C3)C(=O)N indolo[4,3-fg]quinoline-9-carboxamide